1-{4-amino-2-[(1-methylpiperidin-4-yl)amino]pyrido[2,3-d]pyrimidin-6-yl}ethanol NC=1C2=C(N=C(N1)NC1CCN(CC1)C)N=CC(=C2)C(C)O